Ethyl malonate (Ethyl malonate) C(C)C(C(=O)O)C(=O)O.C(CC(=O)O)(=O)OCC